2-(5H-imidazo[5,1-a]isoindol-5-yl)-2,6,6-trimethylcyclohexane-1-ol C=1N=CN2C1C1=CC=CC=C1C2C2(C(C(CCC2)(C)C)O)C